3-methyl-2-cyclohexenol CC1=CC(CCC1)O